OC1CCC(CC1)C1=C(C(=O)N)C=C(C=N1)C1=CC=C(C=C1)C12CN(CC2C1)C1CCN(CC1)CC(F)(F)F (4-hydroxycyclohexyl)-5-(4-(3-(1-(2,2,2-trifluoroethyl)piperidin-4-yl)-3-azabicyclo[3.1.0]hex-1-yl)phenyl)nicotinamide